OCCCC1=CC=C(C(=O)O)C=C1 4-(3-hydroxypropyl)benzoic acid